5-amino-N-{2-[4-amino-3-(difluoromethyl)-3-methylpyrrolidin-1-yl]-5,6,7,8-tetrahydroquinolin-6-yl}-2,4-dimethylthieno[2,3-d]pyrimidine-6-carboxamide NC1=C(SC=2N=C(N=C(C21)C)C)C(=O)NC2CC=1C=CC(=NC1CC2)N2CC(C(C2)N)(C)C(F)F